6-oxo-3-pentyltetradecyl 3-cyclohexylpropanoate C1(CCCCC1)CCC(=O)OCCC(CCC(CCCCCCCC)=O)CCCCC